(E)-ethyl 3-(4-bromophenyl)acrylate BrC1=CC=C(C=C1)/C=C/C(=O)OCC